3-((6-(4-(tert-butoxycarbonyl)piperazin-1-yl)-5-fluoro-1-methyl-1H-indazol-3-yl)amino)propionic acid C(C)(C)(C)OC(=O)N1CCN(CC1)C1=C(C=C2C(=NN(C2=C1)C)NCCC(=O)O)F